FC(CN1N=NC2=C1C=C(C=C2)C=2C=CN1N=C(N=C(C12)OC)N[C@@H]1[C@@H](CN(CC1)CC(C)(O)C)F)F 1-((3R,4S)-4-((5-(1-(2,2-Difluoroethyl)-1H-benzo[d][1,2,3]triazol-6-yl)-4-methoxypyrrolo[2,1-f][1,2,4]triazin-2-yl)amino)-3-fluoropiperidin-1-yl)-2-methylpropan-2-ol